FC1=C(C=C(C2=C(C=CC=C12)C#C[Si](C(C)C)(C(C)C)C(C)C)B1OC(C(O1)(C)C)(C)C)NC(OC(C)(C)C)=O tert-butyl (1-fluoro-4-(4,4,5,5-tetramethyl-1,3,2-dioxaborolan-2-yl)-5-((triisopropylsilyl)ethynyl)naphthalene-2-yl)carbamate